2,6-Difluoro-3-(1-methyl-6-(3-((tetrahydro-2H-pyrazin-4-yl)methyl)morpholino)-1H-pyrazolo[4,3-c]pyridin-3-yl)-5-(trifluoromethyl)phenol FC1=C(C(=C(C=C1C1=NN(C2=C1C=NC(=C2)N2C(COCC2)CN2CCNCC2)C)C(F)(F)F)F)O